3-(1,2-thiazol-5-yl)-1,2-oxazole S1N=CC=C1C1=NOC=C1